C(C(C(CCCC(=O)O)C(=O)O)C(=O)O)C(=O)O 1,2,3,6-hexanetetracarboxylic acid